CC=1C(=CC=CC1)S(=O)(=O)OC1=C(C=CC=C1)NC(NC1=C(C=CC=C1)OS(=O)(=O)C=1C(C)=CC=CC1)=O bis-[2-(o-toluenesulfonyloxy)phenyl]urea